C(C)(C)(C)[Si](OC(C(F)(F)F)C1=CC=CC(=N1)CC#N)(C1=CC=CC=C1)C1=CC=CC=C1 2-(6-(1-((tert-butyl-diphenyl-silyl)oxy)-2,2,2-trifluoroethyl)pyridin-2-yl)acetonitrile